4-Amino-3-fluoro-5-(trifluoromethyl)benzonitrile NC1=C(C=C(C#N)C=C1C(F)(F)F)F